C(C=C)(=O)NC1=C(C=C(C(=C1C(=O)NCC=1C(NC(=CC1C)C)=O)C)N(CC)C1CCCCC1)C1=CC=CC=C1 acrylamido-5-(cyclohexyl-(ethyl)amino)-N-((4,6-dimethyl-2-oxo-1,2-dihydropyridin-3-yl)methyl)-4-methyl-[1,1'-biphenyl]-3-carboxamide